methyl 1-(2-(tert-butoxy)-2-oxoethyl)-3-iodo-1H-indazole-5-carboxylate C(C)(C)(C)OC(CN1N=C(C2=CC(=CC=C12)C(=O)OC)I)=O